C(CC(O)(C(=O)O)CC(=O)O)(=O)O.C(C)O[C@@H]([C@]1(CN(CC1)C(C)(C)C=1C=CC(=NC1)C)CCC=1SC(=CC1)F)C1=CC=CC=C1 |o1:16,17| 5-(2-((R or S)-3-((R or S)-ethoxy(phenyl)methyl)-3-(2-(5-fluorothiophen-2-yl)ethyl)pyrrolidin-1-yl)propan-2-yl)-2-methylpyridine citrate